(6Ar,10aR)-3-(3-ethylhexyl)-6,6-dimethyl-9-methylidene-7,8,10,10a-tetrahydro-6aH-benzo[c]chromen-1-ol C(C)C(CCC=1C=C(C=2[C@H]3[C@H](C(OC2C1)(C)C)CCC(C3)=C)O)CCC